2,6-di-dodecylthio-methyl-4-nonylphenol C(CCCCCCCCCCC)SC1=C(C(=CC(=C1C)CCCCCCCCC)SCCCCCCCCCCCC)O